N-(2,6-di-t-butylphenyl)-N'-(2,4,6-trimethylphenyl)thiourea C(C)(C)(C)C1=C(C(=CC=C1)C(C)(C)C)NC(=S)NC1=C(C=C(C=C1C)C)C